CCCCC/C=C\C/C=C\C/C=C\C/C=C\CCCC(=O)OC[C@H](COP(=O)(O)OC[C@H](CO)O)OC(=O)CC/C=C\C/C=C\C/C=C\C/C=C\C/C=C\C/C=C\CC 1-(5Z,8Z,11Z,14Z-eicosatetraenoyl)-2-(4Z,7Z,10Z,13Z,16Z,19Z-docosahexaenoyl)-glycero-3-phospho-(1'-sn-glycerol)